ClC1=CC2=C(C=N1)C(=NN2C2=C(C=C(C=C2)NS(=O)(=O)CC(=O)OC)OC)C Methyl 2-(N-(4-(6-chloro-3-methyl-1H-pyrazolo[4,3-c]pyridin-1-yl)-3-methoxyphenyl)sulfamoyl)acetate